NC1=NC=2C=CC(=CC2C2=C1COC2)C(=O)N(C(C)C)CC2=NC=C(C=C2)Cl 4-amino-N-((5-chloro-2-pyridinyl)methyl)-N-(2-propanyl)-1,3-dihydrofuro[3,4-c]quinoline-8-carboxamide